ClC1=CC2=C(O[C@@H](CN(S2(=O)=O)CC2=CC(=CC=3C=CSC32)[C@H](CC(=O)O)C3=C(C2=C(N(N=N2)C)C=C3)C)CC)N=C1 (3S)-3-(7-{[(4R)-8-chloro-4-ethyl-1,1-dioxido-3,4-dihydro-2H-pyrido[2,3-b][1,4,5]oxathiazepin-2-yl]methyl}-1-benzothiophen-5-yl)-3-(1,4-dimethyl-1H-benzotriazol-5-yl)propanoic acid